2-(3,4-difluorophenyl)cyclopropylamine (R)-mandelate salt C([C@H](O)C1=CC=CC=C1)(=O)O.FC=1C=C(C=CC1F)C1C(C1)N